ClC1=C2CNC(C2=C(C=C1OC)C)C 4-chloro-5-methoxy-1,7-dimethylisoindolin